pentaalanine C[C@@H](C(=O)N[C@@H](C)C(=O)N[C@@H](C)C(=O)N[C@@H](C)C(=O)N[C@@H](C)C(=O)O)N